FC1(CN(C1)C1=CC=C(C=N1)N1C(NC2=C1C=CC=C2)=O)F 1-(6-(3,3-difluoroazetidin-1-yl)pyridin-3-yl)-1H-benzo[d]imidazol-2(3H)-one